ClC=1C=C(C[C@@]2(NCCC2)C(=O)O)C=CC1 α-(3-chloro-benzyl)-proline